C12NCC(NC1)C2 2,5-diazabicyclo[2.2.1]heptan